8-(2-fluoro-6-methoxyphenyl)-N-(2-methoxy-6-methyl-5,6,7,8-tetrahydro-1,6-naphthyridin-3-yl)quinazolin-2-amine FC1=C(C(=CC=C1)OC)C=1C=CC=C2C=NC(=NC12)NC=1C(=NC=2CCN(CC2C1)C)OC